(E)-2-((2,4-dichlorobenzylidene)amino)-4-nitroaniline ClC1=C(\C=N\C2=C(N)C=CC(=C2)[N+](=O)[O-])C=CC(=C1)Cl